Cl.Cl.N[C@H](C(=O)O)CC1=NC2=C(N1C)C=CC(=C2)N(CCCl)CCCl (2S)-2-amino-3-[5-[bis(2-chloroethyl)amino]-1-methyl-benzimidazol-2-yl]propionic acid dihydrochloride